1,1-dimethoxy-N,N-dimethylethanamine CC(N(C)C)(OC)OC